di-(dodecylphenyl) dithiophosphate P(=S)(SC1=C(C=CC=C1)CCCCCCCCCCCC)(OC1=C(C=CC=C1)CCCCCCCCCCCC)[O-]